(R)-3-(isoquinolin-4-yl)-1-(2-methylpyrimidin-5-yl)-2-oxoimidazolidine-4-carbonitrile C1=NC=C(C2=CC=CC=C12)N1C(N(C[C@@H]1C#N)C=1C=NC(=NC1)C)=O